COC1=CC=C(C=C1)CC(=O)N 2-(4-methoxyphenyl)acetamide